pent-1-yn-3-amine C#CC(CC)N